N-vinyl-imidazoline C(=C)N1C=NCC1